4-(4-(6-(((1R,3s,5S)-1,5-dimethyl-9-azabicyclo[3.3.1]nonan-3-yl)(methyl)amino)pyridazin-3-yl)-3-fluoro-5-hydroxyphenyl)-1-methylpyridin-2(1H)-one C[C@]12CC(C[C@](CCC1)(N2)C)N(C2=CC=C(N=N2)C2=C(C=C(C=C2O)C2=CC(N(C=C2)C)=O)F)C